C(C)(C)(C)OC(=O)N1[C@H]2CC(C[C@@H]1CC2)N.FC(C(=O)NC2C[C@H]1CC[C@@H](C2)N1C(=O)OC(C)(C)C)(F)F tert-butyl (1R,3s,5S)-3-(2,2,2-trifluoroacetamido)-8-azabicyclo[3.2.1]octane-8-carboxylate tert-Butyl-(1R,3s,5S)-3-amino-8-azabicyclo[3.2.1]octane-8-carboxylate